(2S,4R)-1-((S)-2-amino-3,3-dimethylbutanoyl)-4-(5-azidopentanamido)-N-((S)-1-(4-(4-methylthiazol-5-yl)phenyl)ethyl)pyrrolidine-2-carboxamide N[C@H](C(=O)N1[C@@H](C[C@H](C1)NC(CCCCN=[N+]=[N-])=O)C(=O)N[C@@H](C)C1=CC=C(C=C1)C1=C(N=CS1)C)C(C)(C)C